CC1=NC=CC=C1B1OC(C)(C)C(C)(C)O1 2-methyl-pyridine-3-boronic acid pinacol ester